C(C)NS(=O)(=O)C1=CC=CC=C1 N-ethyl-p-benzenesulfonamide